bis[4-(2-phenyl-2-propyl)-phenyl]amine C1(=CC=CC=C1)C(C)(C)C1=CC=C(C=C1)NC1=CC=C(C=C1)C(C)(C)C1=CC=CC=C1